3-((2-morpholinopyrimidin-5-yl)oxy)pyrrolidin O1CCN(CC1)C1=NC=C(C=N1)OC1CNCC1